3-methyl-5-(((2-(4-methylpiperazin-1-yl)benzyl)(phenethyl)amino)methyl)benzofuran-2-carboxylic acid ethyl ester C(C)OC(=O)C=1OC2=C(C1C)C=C(C=C2)CN(CCC2=CC=CC=C2)CC2=C(C=CC=C2)N2CCN(CC2)C